C(#N)C[C@@H](C1=CC=C(C=C1)S(=O)(=O)CC)NC(C1=CN=C(C(=C1)F)N1[C@@H](C[C@@H](C1)OC1=CC=C(C=C1)C(F)(F)F)COC(F)F)=O N-((S)-2-cyano-1-(4-(ethylsulfonyl)phenyl)ethyl)-6-((2S,4S)-2-((difluoromethoxy)methyl)-4-(4-(trifluoromethyl)phenoxy)pyrrolidin-1-yl)-5-fluoronicotinamide